OC(C(=O)O)C=O 2-hydroxy-3-oxopropionic acid